ethyl 2-(2-ethoxy-4-fluorophenyl)-2,2-difluoroacetate C(C)OC1=C(C=CC(=C1)F)C(C(=O)OCC)(F)F